C\C(=C/C)\C=C(/C=C(\C=C/CC)/C)\C (2E,4Z,6Z,8Z)-3,5,7-trimethyl-2,4,6,8-undecatetraene